C1(CCC1)=CC1=NN2C(N(C(=C(C2=O)N2CCNCC2)CC)CC(=O)NC2=CC=C(C=C2)S(F)(F)(F)(F)F)=N1 2-(2-(Cyclobutylidenemethyl)-5-ethyl-7-oxo-6-(piperazin-1-yl)-[1,2,4]triazolo[1,5-a]pyrimidin-4(7H)-yl)-N-(4-(pentafluoro-λ6-sulfanyl)phenyl)acetamide